tert-butyl (3S)-3-methyl-4-(pyridine-2-carbonyl)piperazine-1-carboxylate C[C@H]1CN(CCN1C(=O)C1=NC=CC=C1)C(=O)OC(C)(C)C